2'-deoxy-2'-fluorocytidine-3'-phosphorothioate P(O)(O)(=S)O[C@H]1[C@H]([C@@H](O[C@@H]1CO)N1C(=O)N=C(N)C=C1)F